(S)-7-(4-(5-fluoro-2-(((R)-oxetan-2-yl)methoxy)phenyl)piperidin-1-yl)-2-(1,3,4-thiadiazol-2-yl)-5-oxa-2-azaspiro[3.4]octane trifluoroacetate FC(C(=O)O)(F)F.FC=1C=CC(=C(C1)C1CCN(CC1)[C@@H]1COC2(CN(C2)C=2SC=NN2)C1)OC[C@@H]1OCC1